N1(N=CC=C1)C12CC(C1)(C2)C(=O)OC methyl 3-(1H-pyrazol-1-yl)bicyclo[1.1.1]pentane-1-carboxylate